IC1=CC(=C(C=C1)O)C 4-iodo-2-methylphenol